C[C@H]1N(CCC2=C1C1=C(N=NC(=C1)C1=C(C=CC=C1)O)N2)C2CCC(CC2)N2CCC(CC2)CN2CCNCC2 (R)-2-(5-methyl-6-(4-(4-(piperazin-1-ylmethyl)piperidin-1-yl)cyclohexyl)-6,7,8,9-tetrahydro-5H-pyrido[3',4':4,5]pyrrolo[2,3-c]pyridazin-3-yl)phenol